2-(bis(2-(benzyloxy)ethyl)methylamino)ethan-1-amine C(C1=CC=CC=C1)OCCC(NCCN)CCOCC1=CC=CC=C1